Ethyl (R)-1-(cyclopropylmethyl)-7-((1-((methylsulfonyl) oxy) propan-2-yl) oxy)-1H-indole-2-carboxylate C1(CC1)CN1C(=CC2=CC=CC(=C12)O[C@@H](COS(=O)(=O)C)C)C(=O)OCC